(p-hydroxyphenyl)-4,5-diphenylimidazole OC1=CC=C(C=C1)C=1NC(=C(N1)C1=CC=CC=C1)C1=CC=CC=C1